N,N-Diethyl-2-(8-methoxynaphthalen-1-yl)ethan-1-amine C(C)N(CCC1=CC=CC2=CC=CC(=C12)OC)CC